FC(C1=CC=C(C=C1)NC(=O)N1CCC2(CN(C2)C(=O)OC(C)(C)C)CC1)(F)F tert-Butyl 7-{[4-(trifluoromethyl)phenyl]carbamoyl}-2,7-diazaspiro[3.5]nonane-2-carboxylate